ClC=1C=C2C(=NC(=NC2=C(C1C1=CC=C(C2=C1N=C(S2)N)F)F)OC[C@]21CCCN1C[C@@H](C2)F)N2CCOC1(CNC1)C2 4-(6-chloro-8-fluoro-2-(((2R,7aS)-2-fluorotetrahydro-1H-pyrrolizin-7a(5H)-yl)methoxy)-4-(5-oxa-2,8-diazaspiro[3.5]nonan-8-yl)quinazolin-7-yl)-7-fluorobenzo[d]thiazol-2-amine